4-chloro-5-((2-hydroxyethyl)amino)-2-(tetrahydro-2H-pyran-2-yl)pyridazin-3(2H)-one ClC=1C(N(N=CC1NCCO)C1OCCCC1)=O